N-(1-(methylsulfonyl)piperidin-4-yl)pyrimidin-2-amine CS(=O)(=O)N1CCC(CC1)NC1=NC=CC=N1